C(C)(C)(C)C1(N(C(C2=CC=CC(=C12)C1=CN=C2N1C=CC(=C2)F)=O)C(=O)[O-])NC2=NC=C(C=C2)N2CCC(CC2)(O)C2CC2 tert-butyl-((5-(4-cyclopropyl-4-hydroxypiperidin-1-yl) pyridin-2-yl) amino)-4-(7-fluoroimidazo[1,2-a]pyridin-3-yl)-1-oxoisoindoline-2-carboxylate